COCCOC=O.COCCO[C@@H]1C[C@H](NCC1)C1=CC=CC=C1 4-[(2S,4S)-4-(2-methoxyethoxy)piperidin-2-yl]benzene 2-Methoxyethyl-formate